FC=1C=C(C(=C2CC(NC12)=O)N1N=CC=N1)C(F)(F)F 7-fluoro-4-(2H-1,2,3-triazol-2-yl)-5-(trifluoromethyl)indolin-2-one